(E)-1-(3-(benzofuran-5-yl)-6-(3-methoxyprop-1-en-1-yl)pyrazin-2-yl)-2-methylpiperidine-4-carboxylic acid methyl ester COC(=O)C1CC(N(CC1)C1=NC(=CN=C1C=1C=CC2=C(C=CO2)C1)\C=C\COC)C